FC1=C(C=C(C=C1)C1=NC(=NO1)CN1C(CC(CC1)C(=O)NC=1C=NC=C(C1)C(F)(F)F)C)C(F)(F)F 1-((5-(4-fluoro-3-(trifluoromethyl)phenyl)-1,2,4-oxadiazol-3-yl)methyl)-2-methyl-N-(5-(trifluoromethyl)pyridin-3-yl)piperidine-4-carboxamide